FC=1C=C(C=CC1F)N1C=NC(=C1)N 1-(3,4-difluorophenyl)-1H-imidazol-4-amine